C1=C(C=CC=2OC3=C(C21)C=CC=C3)C3=CC=C(C=C3)N(C=3C2=CC=CC=C2C=2C=CC=CC2C3)C3=CC=C(C=C3)C3=CC2=CC=CC=C2C=C3 4-(dibenzofuran-2-yl)phenyl-4-(naphthalen-2-yl)phenyl-phenanthren-9-yl-amine